Methyl 3-(N-(4-chloro-2-(pyrrol-1-yl)-5-(trifluoromethyl)phenyl)sulfamoyl)-4-methoxybenzoate ClC1=CC(=C(C=C1C(F)(F)F)NS(=O)(=O)C=1C=C(C(=O)OC)C=CC1OC)N1C=CC=C1